tetradecanoylacetamide C(CCCCCCCCCCCCC)(=O)CC(=O)N